NC1CCC(CC1)CN1CCC(CC1)C#CC1=CC2=C(NC(N2C)=O)C=C1 5-[2-[1-[(4-Aminocyclohexyl)methyl]-4-piperidyl]ethynyl]-3-methyl-2-oxo-benzimidazol